5-(1H-Imidazol-1-yl)-2-{6-[methyl(piperidin-4-yl)amino][1,3]thiazolo[4,5-c]pyridazin-3-yl}phenol N1(C=NC=C1)C=1C=CC(=C(C1)O)C1=CC2=C(N=N1)N=C(S2)N(C2CCNCC2)C